6-(8-((4-cyclopropoxyphenyl)sulfonyl)-8-azaspiro[4.5]decan-2-yl)-2-oxa-6-azaspiro[3.3]heptane C1(CC1)OC1=CC=C(C=C1)S(=O)(=O)N1CCC2(CCC(C2)N2CC3(COC3)C2)CC1